4-amino-6-(cyclopropanecarboxamido)-N-methylpyridazine-3-carboxamide NC1=C(N=NC(=C1)NC(=O)C1CC1)C(=O)NC